ClC1=C2C(=NC=C1C=1N=C(SC1C)N1C(CNCC1)=O)NC=C2CC 1-(4-(4-chloro-3-ethyl-1H-pyrrolo[2,3-b]pyridin-5-yl)-5-methylthiazol-2-yl)piperazin-2-one